1,3-di(t-butylperoxy)diisopropylbenzene tert-butyl-2-((2S,3R)-1-amino-3-hydroxy-1-oxobutan-2-yl)-1-oxo-2,5-diazaspiro[3.4]octane-5-carboxylate C(C)(C)(C)OC(=O)N1C2(CN(C2=O)[C@H](C(=O)N)[C@@H](C)O)CCC1.C(C)(C)(C)OOC1=CC(=C(C=C1C(C)C)C(C)C)OOC(C)(C)C